CCCCCCCC.[Ag] silver octane